tert-butyl N-[1-[(4-chloropyrazol-1-yl)methyl]-3-methyl-but-3-enyl]carbamate ClC=1C=NN(C1)CC(CC(=C)C)NC(OC(C)(C)C)=O